C(C1=CC=CC=C1)OC1=CC=CC(=N1)C1=CC(=C(CC2=NC3=C(N2CCOC)C(=C(C=C3)C(=O)OC(C)(C)C)F)C=C1F)F tert-butyl 2-(4-(6-(benzyloxy)pyridin-2-yl)-2,5-difluorobenzyl)-7-fluoro-1-(2-methoxyethyl)-1H-benzo[d]imidazole-6-carboxylate